OC=1C(=NC=C(C1)C1=CC(=NO1)C1=C(C=CC=C1)C)C(=O)NCC(=O)O 3-Hydroxy-5-(3-o-tolylisoxazol-5-yl)picolinoyl-glycine